(5-azaspiro[2.4]hept-5-yl)methanone C1CC12CN(CC2)C=O